COC1=C(C=C2C(=NC=NC2=C1)NC1=CC2=CC=CC=C2C=C1)OC1CCN(CC1)C(C#C)=O 1-(4-((7-methoxy-4-(naphthalen-2-ylamino)quinazolin-6-yl)oxy)piperidin-1-yl)prop-2-yn-1-one